C(CCC(=O)OCCCCCCCC\C=C/C[C@@H](CCCCCC)OC(CCCCCCC\C=C/C\C=C/CCCCC)=O)(=O)OCC=O 2-oxoethyl ((R,Z)-12-(linoleoyloxy) octadec-9-en-1-yl) succinate